6-chloro-4-(2-ethoxy-6-fluoroanilino)nicotinamide ClC1=NC=C(C(=O)N)C(=C1)NC1=C(C=CC=C1F)OCC